C1(CC1)N1C(CN(CC1)C=1C=2N(N=CC1)C=C(C2)C2=CC=C(C=C2)N2CCN(CC2)CC)C(F)F cyclopropyl(2-(difluoromethyl)-4-(6-(4-(4-ethylpiperazin-1-yl)phenyl)pyrrolo[1,2-b]pyridazin-4-yl)piperazin)